C(#N)N1[C@H]2[C@@H](C[C@@H]1CC2)NC(=O)C2(SC=CN2)C2=CC(=CC=C2)C#N N-((1R,2R,4S)-7-cyano-7-azabicyclo[2.2.1]heptan-2-yl)-2-(3-cyanophenyl)-1,3-thiazole-2-carboxamide